C(N)(=O)CN(C(C)=O)CC(=O)N1C(CC(C1)F)C(=O)NC(C1=CC=C(C=C1)C(C)C)C1=CC=CC=C1 1-{2-[N-(carbamoylmethyl)acetamido]acetyl}-4-fluoro-N-{phenyl[4-(propan-2-yl)phenyl]methyl}pyrrolidine-2-carboxamide